bromo-2H-chromene-3-carbonitrile BrC1OC2=CC=CC=C2C=C1C#N